COC=1C=C(C=CC1OC)C=O (3,4-dimethoxy-phenyl)methanone